N-cyclohexylcarboxamide C1(CCCCC1)NC=O